1-(2-chloro-5-(4-(3-(Piperidin-4-yl)propoxy)piperidine-1-carbonyl)phenyl)dihydropyrimidine-2,4(1H,3H)-dione ClC1=C(C=C(C=C1)C(=O)N1CCC(CC1)OCCCC1CCNCC1)N1C(NC(CC1)=O)=O